(E)-3-(3-chloro-2-fluoro-6-(1H-tetrazole-1-yl)phenyl)acrylic acid ClC=1C(=C(C(=CC1)N1N=NN=C1)/C=C/C(=O)O)F